(2R)-N-(2-Fluorobenzyl)-2-(2-oxopyrrolidin-1-yl)propanamid FC1=C(CNC([C@@H](C)N2C(CCC2)=O)=O)C=CC=C1